COC(=O)C1=CC(=C2CC(NC2=C1)=O)C(=C)C.[N+](=O)([O-])C1=CC=C(OCCCN2CCOCC2)C=C1 4-(3-(4-nitrophenoxy)propyl)morpholine methyl-4-(propen-2-yl)-2-oxoindoline-6-carboxylate